tert-Butyl 4-((2-(3-((tert-butoxycarbonyl)amino)-4-(methoxycarbonyl)phenyl)-4-(2,2-difluoroethyl)piperazin-1-yl)methyl)-5-methoxy-7-methyl-1H-indole-1-carboxylate C(C)(C)(C)OC(=O)NC=1C=C(C=CC1C(=O)OC)C1N(CCN(C1)CC(F)F)CC1=C2C=CN(C2=C(C=C1OC)C)C(=O)OC(C)(C)C